(Z)-4-((S)-6-((tert-butyldiphenylsilyl)oxy)-6-methyl-1,4-oxazepan-4-yl)-6-((S)-1-((2S,4R)-1-(ethyl-d5)-4-fluoropyrrolidin-2-yl)ethoxy)-N'-hydroxy-1,3,5-triazine-2-carboximidamide [Si](C1=CC=CC=C1)(C1=CC=CC=C1)(C(C)(C)C)O[C@]1(CN(CCOC1)C1=NC(=NC(=N1)O[C@@H](C)[C@H]1N(C[C@@H](C1)F)C(C([2H])([2H])[2H])([2H])[2H])/C(/N)=N/O)C